1-(3-Hydroxyoxetane-3-yl)-4-methylpentane-3-one OC1(COC1)CCC(C(C)C)=O